C(C#C)C1(C(=O)NC(CCCC1)=O)[N+](=O)[O-] propargyl-nitropimelimide